BrC=1C(=C2N(C=NC(=C2)C(=O)OCC)C1)C ethyl 6-bromo-5-methylpyrrolo[1,2-c]pyrimidine-3-carboxylate